OC[C@]1(N2[C@H](C[C@@H](C1=O)CC2)C(C)C)COC (1R,2S,4S,6R)-2-(hydroxymethyl)-6-isopropyl-2-(methoxymethyl)quinuclidin-3-one